thieno[3,2-b]pyridin-7-amine S1C=CC2=NC=CC(=C21)N